(pentamethylcyclopentadienyl)(1-isobutylindenyl)hafnium CC1=C(C(=C(C1(C)[Hf]C=1C(C2=CC=CC=C2C1)CC(C)C)C)C)C